4-(4-acryloylpiperazin-1-yl)-6-chloro-8-fluoro-7-(2-fluorophenyl)quinoline-3-carbonitrile C(C=C)(=O)N1CCN(CC1)C1=C(C=NC2=C(C(=C(C=C12)Cl)C1=C(C=CC=C1)F)F)C#N